N=1N2C(=CC1COC1=CC=CC(=N1)C1=C(C=C(CC3=NC4=C(N3C[C@H]3OCC3)C=C(C=C4F)C(=O)O)C=C1)F)CCC2 (S)-2-(4-(6-((5,6-dihydro-4H-pyrrolo[1,2-b]pyrazol-2-yl)methoxy)pyridin-2-yl)-3-fluorobenzyl)-4-fluoro-1-(oxetan-2-ylmethyl)-1H-benzo[d]imidazole-6-carboxylic acid